1-bromo-4-(3,3-difluorocyclobutyl)-2-[4-(trifluoromethyl)cyclohexyl]benzene BrC1=C(C=C(C=C1)C1CC(C1)(F)F)C1CCC(CC1)C(F)(F)F